palladium-germanium [Ge].[Pd]